C1(CCCC1)N1C(=CC2=C1N=C(N=C2)NC2=NC=C(C=C2)N2CCC(CC2)N2CCN(CC2)CC2=CC=C(C=C2)N2C(NC(CC2)=O)=O)C(=O)N(C)C 7-cyclopentyl-2-((5-(4-(4-(4-(2,4-dioxotetrahydropyrimidin-1(2H)-yl)benzyl)piperazin-1-yl)piperidin-1-yl)pyridin-2-yl)amino)-N,N-dimethyl-7H-pyrrolo[2,3-d]pyrimidine-6-carboxamide